5-Methyl-2,4(1H,3H)-Pyrimidinedione CC=1C(NC(NC1)=O)=O